(R and S)-2-(4-(2-(((R)-((R)-8-cyano-1,2,3,4-tetrahydroquinoxalin-2-yl)(phenyl)methyl)amino)ethyl)-2-fluorophenyl)propanoic acid C(#N)C=1C=CC=C2NC[C@@H](NC12)[C@@H](C1=CC=CC=C1)NCCC1=CC(=C(C=C1)[C@H](C(=O)O)C)F |&1:28|